(2S)-2-[9H-fluoren-9-ylmethoxycarbonyl(methyl)amino]-3-propoxy-propanoic acid C1=CC=CC=2C3=CC=CC=C3C(C12)COC(=O)N([C@H](C(=O)O)COCCC)C